tert-butyl (1-(4-((4-((2-chloropyrimidin-4-yl)amino)pyrimidin-2-yl)amino)phenyl)piperidin-4-yl)(methyl)carbamate ClC1=NC=CC(=N1)NC1=NC(=NC=C1)NC1=CC=C(C=C1)N1CCC(CC1)N(C(OC(C)(C)C)=O)C